C(C)(=O)N1CC2(CC(C1)C2)C2=NN=C(O2)C=2C(=CC1=C(N(C([C@H](CS1(=O)=O)N)=O)CC1=CC=C(C=C1)Cl)C2)F (3R)-7-[5-(3-acetyl-3-azabicyclo[3.1.1]heptan-1-yl)-1,3,4-oxadiazol-2-yl]-3-amino-5-[(4-chlorophenyl)methyl]-8-fluoro-1,1-dioxo-2,3-dihydro-1λ6,5-benzothiazepin-4-one